C(C)OC(C[C@H](N1C(C2=C(C=C(C=C2C1=O)C(=O)C1=NC=CC=C1)F)(O)C1=CC=C(C=C1)Cl)C1=CC=C(C=C1)Cl)=O (3S)-3-(4-chlorophenyl)-3-[1-(4-chlorophenyl)-7-fluoro-1-hydroxy-3-oxo-5-(pyridine-2-carbonyl)-2,3-dihydro-1H-isoindol-2-yl]propionic acid ethyl ester